BrC1=CC=C(C=C1)[C@@H](C(F)(F)F)N(C(CCOC)=O)C (S)-N-(1-(4-Bromophenyl)-2,2,2-trifluoroethyl)-3-methoxy-N-methylpropanamide